tert-butyl(3-cyclopropylphenoxy)dimethylsilane C(C)(C)(C)[Si](C)(C)OC1=CC(=CC=C1)C1CC1